COC(=O)C=1SC=CC1NC1=NC(=NC=C1Cl)NC1=CC(=C(C(=C1)OC)OC)OC 3-[5-chloro-2-(3,4,5-trimethoxyphenylamino)-pyrimidin-4-ylamino]-thiophene-2-carboxylic acid methyl ester